NC=1C(=NC(=C(N1)N1N=C(C=C1)C)C1=CC(=NC(=C1)C)C)C(=O)NCC1=C(C=CC=C1)OC 3-amino-6-(2,6-dimethylpyridin-4-yl)-N-(2-methoxybenzyl)-5-(3-methyl-1H-pyrazol-1-yl)pyrazine-2-carboxamide